COC(=O)C1=NN(C(=C1C(=O)O)OC1=CC(=CC=C1)C(F)(F)F)C 3-(methoxycarbonyl)-1-methyl-5-[3-(trifluoromethyl)phenoxy]-1H-pyrazole-4-carboxylic acid